C1(CC1)C1=NC(=NC(=C1OCC(F)F)OC)N(CC1=CC=C(C=C1)OC)CC1=CC=C(C=C1)OC [4-cyclopropyl-5-(2,2-difluoroethoxy)-6-methoxy-pyrimidin-2-yl]-bis(p-anisyl)amine